ClC=1C=2N(C=CC1CN1C[C@@H](N(CC1)C(=O)[O-])C)N=CC2N2C(NC(CC2)=O)=O (S)-4-((4-chloro-3-(2,4-dioxotetrahydropyrimidin-1(2H)-yl) pyrazolo[1,5-a]pyridin-5-yl) methyl)-2-methylpiperazine-1-carboxylate